C(CCCCCCCCCCCCCCCCCCCCC)(=O)[O-].[Ca+2].C(CCCCCCCCCCCCCCCCCCCCC)(=O)[O-] calcium docosanoate